5-Methyl-N6-(1-(naphthalen-1-yl)cyclopropyl)-1H-indole-2,6-dicarboxamide CC=1C=C2C=C(NC2=CC1C(=O)NC1(CC1)C1=CC=CC2=CC=CC=C12)C(=O)N